3-(4-(3,3-difluoropiperidin-4-yl)phenoxy)piperidine-2,6-dione FC1(CNCCC1C1=CC=C(OC2C(NC(CC2)=O)=O)C=C1)F